FC1=C(C=C(C=C1)N1C(=C(C2=CC(=CC=C12)O)C1CC(C1)(C(=O)O)COC)C1CCOCC1)C Trans-3-[1-(4-fluoro-3-methyl-phenyl)-5-hydroxy-2-tetrahydropyran-4-yl-indol-3-yl]-1-(methoxymethyl)cyclobutanecarboxylic acid